NC1=C(N=C(S1)C1=CC=CC=C1)C(=O)OCC ethyl 5-amino-2-phenylthiazole-4-carboxylate